tert-butyl (2-acetamido-5-methylpyridin-4-yl)carbamate C(C)(=O)NC1=NC=C(C(=C1)NC(OC(C)(C)C)=O)C